N-(2-formyl-1-((2-(trimethylsilyl)ethoxy)methyl)-1H-pyrrolo[3,2-c]pyridin-6-yl)-1-methyl-1H-indazole-6-carboxamide C(=O)C1=CC=2C=NC(=CC2N1COCC[Si](C)(C)C)NC(=O)C1=CC=C2C=NN(C2=C1)C